1-acryloyl-4-(6-chloro-7-(2-(trifluoro-methyl)phenyl)quinazolin-4-yl)piperazine-2-carboxamide C(C=C)(=O)N1C(CN(CC1)C1=NC=NC2=CC(=C(C=C12)Cl)C1=C(C=CC=C1)C(F)(F)F)C(=O)N